3,4-DIHYDROXYPHENYLACETATE OC=1C=C(C=CC1O)CC(=O)[O-]